N1(CCC1)C1=CC=NC2=CC=C(C=C12)C=1C=C(C=CC1)C#C[C@]1(C(N(CC1)C)=O)O (R)-3-((3-(4-(Azetidin-1-yl)quinolin-6-yl)phenyl)ethynyl)-3-hydroxy-1-methylpyrrolidin-2-one